di(ethanediol) adipate C(CCCCC(=O)O)(=O)O.C(C)(O)O.C(C)(O)O